3-[[Tert-butoxycarbonyl-[3-(tert-butoxycarbonylamino)propyl]amino]methyl]benzoic acid C(C)(C)(C)OC(=O)N(CCCNC(=O)OC(C)(C)C)CC=1C=C(C(=O)O)C=CC1